OC1=C(C=C(C=C1)O)O 2,5-dihydroxyphenol